CC1=C(C(=CC=C1)[Se]C1=CC=CC=C1)CC(C)NC(C1=NC=CC=C1)=O N-(1-(2-methyl-6-(phenylselanyl)phenyl)propan-2-yl)picolinamide